2,2,7-trimethyl-5-(4-(trifluoromethyl)phenyl)-4H-benzo[d][1,3]dioxin-4-one CC1(OC(C2=C(O1)C=C(C=C2C2=CC=C(C=C2)C(F)(F)F)C)=O)C